CN(CC(CN(C)C)(C)C)C tetramethyl-2,2-dimethyl-1,3-propylenediamine